OC=1C(=NC=C(C1)C1=CC=NO1)C(=O)NCC(=O)O 3-hydroxy-5-(isoxazol-5-yl)picolinoyl-glycine